CC=1NCC(N1)C 2,4-dimethyl-2-imidazoline